N-(5-(((2S,4R)-2-methyl-4-((2-methyl-2H-pyrazolo[3,4-c]pyridin-5-yl)oxy)pyrrolidin-1-yl)methyl)thiazol-2-yl)acetamide C[C@@H]1N(C[C@@H](C1)OC1=CC=2C(C=N1)=NN(C2)C)CC2=CN=C(S2)NC(C)=O